ClC1=C(CN2CCC(CC2)CN2N=C(C=CC2=O)C2=C(N=C(S2)C)C)C=CC=C1 2-((1-(2-chlorobenzyl)piperidin-4-yl)methyl)-6-(2,4-dimethylthiazol-5-yl)pyridazin-3(2H)-one